FC1=C(C=CC2=C1C1=C(SC=C1OC(C)C)C1=C(C2=O)C=CC=C1)F 4,5-difluoro-3-isopropoxy-8H-dibenzo[3,4:6,7]cyclohepta[1,2-b]thiophen-8-one